iodonitroformazan IC(N=N[N+](=O)[O-])=NN